(E)-7-Bromo-2-chloro-4-(2-(3-methylbenzylidene)hydrazinyl)-5H-pyrrolo[3,2-d]pyrimidine BrC1=CNC2=C1N=C(N=C2N/N=C/C2=CC(=CC=C2)C)Cl